C(C=C)N(C1CCCCC1)CC1=NN=NN1C=1C=CC(=C(C#N)C1)Cl 5-(5-((allyl-(cyclohexyl)amino)methyl)-1H-tetrazol-1-yl)-2-chlorobenzonitrile